N,N-Dimethyl-2-[3-methyl-2-oxo-6-(3-pyridyl)imidazo[4,5-b]pyridin-1-yl]acetamide CN(C(CN1C(N(C2=NC=C(C=C21)C=2C=NC=CC2)C)=O)=O)C